C(C)[C@]1([C@H](CC1)O)C1=CC=C(C=C1)OC (1S,2R)-2-ethyl-2-(4-methoxyphenyl)cyclobutan-1-ol